N-ethyl-1-[6-(2-hydroxyphenyl)pyridazin-4-yl]-4-phenyl-N-(piperidin-4-yl)piperidine-4-carboxamide C(C)N(C(=O)C1(CCN(CC1)C1=CN=NC(=C1)C1=C(C=CC=C1)O)C1=CC=CC=C1)C1CCNCC1